ClC1=C(C=C(C=C1)CCC1=NNC(OC1)=O)C(F)(F)F (6S)-5-[4-Chloro-3-(trifluoromethyl)phenyl]ethyl-3,6-dihydro-2H-1,3,4-oxadiazin-2-one